7-[2-[2-[2-[2-(2-aminoethoxy)ethoxy]ethoxy]ethoxy]ethoxy]-2-[(2S)-2-[(2-methoxyacetyl)amino]-3,3-dimethyl-butanoyl]-N-[(1R)-tetralin-1-yl]-3,4-dihydro-1H-isoquinoline-3-carboxamide NCCOCCOCCOCCOCCOC1=CC=C2CC(N(CC2=C1)C([C@H](C(C)(C)C)NC(COC)=O)=O)C(=O)N[C@@H]1CCCC2=CC=CC=C12